C(C)OC(=O)C1=CC=2C(=NC=C(C2)C(F)(F)F)N1[C@@H](CN)C (R)-1-(1-aminopropane-2-yl)-5-(trifluoromethyl)-1H-pyrrolo[2,3-b]pyridine-2-carboxylic acid ethyl ester